C1N(CC12CNC2)C2=CC=C(C#N)C=C2 4-{2,6-diazaspiro[3.3]hept-2-yl}benzonitrile